F[C@@H]1CC=2N(C(NC2CCOC(C)=O)=S)C1.N(C1=CC=CC=C1)CC(C(=O)O)C anilineisobutyric acid 2-[(6R)-6-fluoro-3-thioxo-2,5,6,7-tetrahydropyrrolo[1,2-c]Imidazol-1-yl]Ethyl-acetate